ClC1=CC=C2C(=CC=NC2=C1C1=CC=CC=C1)N1C=NC=C1 7-chloro-4-(1H-imidazol-1-yl)-8-phenylquinolin